BrC=1N=CC(=NC1)NC(C(CCC)N1N=C(C=C1)C1=CC=C(C=C1)OC)=O 2-[3-(4-Methoxy-phenyl)-pyrazol-1-yl]-pentanoic acid (5-bromo-pyrazin-2-yl)-amide